2,4,6-trifluoro-5-chloropyridine di-tert-butyl-3,5-diformylpyrazolidine-1,2-dicarboxylate C(C)(C)(C)OC(=O)N1N(C(CC1C=O)C=O)C(=O)OC(C)(C)C.FC1=NC(=C(C(=C1)F)Cl)F